N1(N=CC=C1)C1CCN(CC1)C(=O)C1=CC(=C2C=C(N=CC2=C1)OCC1=C(C=C(C=C1)Cl)Cl)C(=O)N1CCCCC1 (4-(1H-pyrazol-1-yl)piperidin-1-yl)(3-((2,4-dichlorobenzyl)oxy)-5-(piperidine-1-carbonyl)isoquinolin-7-yl)methanone